3-iodo-4-nitro-2H-indazole IC=1NN=C2C=CC=C(C12)[N+](=O)[O-]